5-Chloro-N3,N3,4,6-tetramethylisoxazolo[5,4-b]pyridin-3-amin ClC=1C(=C2C(=NC1C)ON=C2N(C)C)C